CS(=O)C1=CC=2C=3C(N(C2C=C1)C1=CC=C(C=C1)C(F)(F)F)=CN(N3)C 7-methanesulfinyl-2-methyl-4-[4-(trifluoromethyl)phenyl]Pyrazolo[4,3-b]Indole